(R)-5-(2,5-dichloro-4-(5-(8-chloro-6-(trifluoromethyl)imidazo[1,2-a]pyridin-2-yl)-1,2,4-oxadiazol-3-yl)phenoxy)piperidin-2-one ClC1=C(O[C@@H]2CCC(NC2)=O)C=C(C(=C1)C1=NOC(=N1)C=1N=C2N(C=C(C=C2Cl)C(F)(F)F)C1)Cl